ClC1=C2C=NN(C2=CC=C1NC1=NN(C2=CC=CC=C12)C=1C=C(C(N(C1)C)=O)NC(C1=C(C=CC=C1)F)=O)C1OCCCC1 N-[5-[3-[(4-chloro-1-tetrahydropyran-2-yl-indazol-5-yl)amino]indazol-1-yl]-1-methyl-2-oxo-3-pyridyl]-2-fluoro-benzamide